(S)-3-(5-bromo-2-(2-(1-methoxyethyl)-5-(piperazin-1-yl-2,2,3,3,5,5,6,6-d8)pyridin-3-yl)-1-(2,2,2-trifluoroethyl)-1H-indol-3-yl)-2,2-dimethylpropyl acetate C(C)(=O)OCC(CC1=C(N(C2=CC=C(C=C12)Br)CC(F)(F)F)C=1C(=NC=C(C1)N1C(C(NC(C1([2H])[2H])([2H])[2H])([2H])[2H])([2H])[2H])[C@H](C)OC)(C)C